(S)-2-(5-bromo-3-chloro-6-oxopyridazin-1(6H)-yl)-4-methylpentanoic acid methyl ester COC([C@H](CC(C)C)N1N=C(C=C(C1=O)Br)Cl)=O